1-(2-carboxyacryl)-2-phenylhydrazine C(=O)(O)C(C(=O)NNC1=CC=CC=C1)=C